(3R)-3-amino-5-[(4-chlorophenyl)methyl]-8-fluoro-7-[5-(2-methyl-4-methylsulfonyl-phenyl)-1,2,4-oxadiazol-3-yl]-1,1-dioxo-2,3-dihydro-1lambda6,5-benzothiazepin-4-one N[C@H]1CS(C2=C(N(C1=O)CC1=CC=C(C=C1)Cl)C=C(C(=C2)F)C2=NOC(=N2)C2=C(C=C(C=C2)S(=O)(=O)C)C)(=O)=O